C1(CC1)[C@@H](C(F)(F)F)NC(=O)C1=CN(C2=NC(=CC=C2C1=O)N1C[C@H]([C@@H](C1)O)O)C1=C(C=C(C=C1F)F)F N-[(1S)-1-cyclopropyl-2,2,2-trifluoroethyl]-7-[(3R,4R)-3,4-dihydroxypyrrolidin-1-yl]-4-oxo-1-(2,4,6-trifluorophenyl)-1,4-dihydro-1,8-naphthyridine-3-carboxamide